4-[5-(4-Chloro-phenyl)-4H-[1,2,4]triazol-3-yl]-1-[2-(4-fluoro-phenyl)-ethyl]-piperidine ClC1=CC=C(C=C1)C=1NC(=NN1)C1CCN(CC1)CCC1=CC=C(C=C1)F